(1R,3R,4R)-2-(3-chloro-4H-thieno[3,2-b]pyrrole-5-carbonyl)-N-[(1R)-1-cyano-2-[(3S)-2-oxo-3-piperidyl]ethyl]-5,5-difluoro-2-azabicyclo[2.2.2]octane-3-carboxamide ClC1=CSC2=C1NC(=C2)C(=O)N2[C@H]1CC([C@@H]([C@@H]2C(=O)N[C@H](C[C@H]2C(NCCC2)=O)C#N)CC1)(F)F